C(#N)C(C)(C)C1=CC=C(C=N1)NCC#CC=1N(C2=CC=CC(=C2C1)CN1CCC(CC1)CC(=O)N(C)C)CC(F)(F)F 2-(1-{[2-(3-{[6-(1-cyano-1-methylethyl)pyridin-3-yl]amino}prop-1-yn-1-yl)-1-(2,2,2-trifluoroethyl)-1H-indol-4-yl]methyl}piperidin-4-yl)-N,N-dimethylacetamide